[N+](=O)([O-])[O-].[PH4+] phosphonium nitrate salt